6-fluoro-N-(1,1,1,3,3,3-hexafluoropropan-2-yl)-7-[(2R)-2-(hydroxymethyl)pyrrolidin-1-yl]-4-oxo-1-(2,4,6-trifluorophenyl)-1,4-dihydro-1,8-naphthyridine-3-carboxamide FC=1C=C2C(C(=CN(C2=NC1N1[C@H](CCC1)CO)C1=C(C=C(C=C1F)F)F)C(=O)NC(C(F)(F)F)C(F)(F)F)=O